C(C1=CC=CC=C1)N(C(=O)N(C1=NC=C(C=C1)C=1C=NC(=NC1)OC)[C@@H]1CC[C@H](CC1)NC1=NC=C(C(=N1)NC1COC1)C#N)CC 1-benzyl-3-(trans-4-((5-cyano-4-(oxetan-3-ylamino)pyrimidin-2-yl)amino)cyclohexyl)-1-ethyl-3-(5-(2-methoxypyrimidin-5-yl)pyridin-2-yl)urea